iodo-3-tosylbicyclo[1.1.1]pentane IC12CC(C1)(C2)S(=O)(=O)C2=CC=C(C)C=C2